N-(4-hydroxyphenyl)-methallylbicyclo[2.2.1]hept-5-ene-2,3-dicarboximide OC1=CC=C(C=C1)N1C(=O)C2C3(C=CC(C2C1=O)C3)CC(C)=C